FC=1C=C(C(=O)N)C=C(C1C(C)O)C1=CC2=C(NC(=N2)C)C=C1 3-fluoro-4-(1-hydroxyethyl)-5-(2-methyl-1H-benzimidazol-5-yl)benzamide